1-(3-bromo-2-hydroxy-methylphenyl)-3-(3-trifluoromethylsulphanylphenyl)urea BrC=1C(=C(C=CC1C)NC(=O)NC1=CC(=CC=C1)SC(F)(F)F)O